Cl.Cl.N[C@H]1[C@@H](C1)C1=CC(=CC2=CC=CC=C12)C(=O)NC=1SC(=NN1)C 4-(trans-2-aminocyclopropyl)-N-(5-methyl-1,3,4-thiadiazol-2-yl)-2-naphthamide Dihydrochloride